(E)-N-(4-((3-chloro-4-fluorophenyl)amino)-7-methoxyquinazolin-6-yl)-4-(4-(3-((2-(2,6-dioxopiperidin-3-yl)-1,3-dioxoisoindolin-4-yl)amino)propanamido)piperidin-1-yl)but-2-enamide ClC=1C=C(C=CC1F)NC1=NC=NC2=CC(=C(C=C12)NC(\C=C\CN1CCC(CC1)NC(CCNC1=C2C(N(C(C2=CC=C1)=O)C1C(NC(CC1)=O)=O)=O)=O)=O)OC